C(CCCCCCCCCCCCC)N1[C@@H](CSC1)C(=O)O N-n-tetradecyl-L-thioproline